FC1=C(N=CC2=C1NC(N=C2O)=O)C2=CC(=CC1=CC=CC=C21)OC 8-fluoro-4-hydroxy-7-(3-methoxy-1-naphthyl)pyrido[4,3-d]Pyrimidin-2-one